7-Ethoxy-N-(4-(ethylsulfonyl)benzyl)-10-propyl-phenothiazine-2-carboxamide C(C)OC=1C=C2SC=3C=CC(=CC3N(C2=CC1)CCC)C(=O)NCC1=CC=C(C=C1)S(=O)(=O)CC